C(C)(C)(C)NC(C(C1=CC=CC=C1)N1C(C=2N(C=3C=C(C=CC13)C)N=C1C=CC=CC12)=O)=O N-tert-butyl-2-(2-methyl-6-oxoindazolo[2,3-a]quinoxalin-5(6H)-yl)-2-phenylacetamide